3-(2-hydroxy-4-methoxyphenyl)-7-((2-methoxyethoxy)methoxy)-4H-chromen-4-one OC1=C(C=CC(=C1)OC)C1=COC2=CC(=CC=C2C1=O)OCOCCOC